COC1=C(C=CC=C1)C1=NC2=CC=CN=C2C=C1C(=O)OCC ethyl 2-(2-methoxyphenyl)-1,5-naphthyridine-3-carboxylate